4-Ethyl-morpholine Methyl-(S)-(5-((2-amino-4-fluoro-2,4-dimethylpentyl)oxy)-4-(difluoromethyl)-[2,4'-bipyridin]-2'-yl)carbamate CN(C(O)=O)C1=NC=CC(=C1)C1=NC=C(C(=C1)C(F)F)OC[C@@](CC(C)(C)F)(C)N.C(C)N1CCOCC1